(4-pyridyl)acetamide N1=CC=C(C=C1)CC(=O)N